C(C=C)(=O)N1[C@@H](C[C@H](CC1)N1C=NC=2C(=NC=3C(=C(C(=CC3C21)Cl)C2=C(C(=CC=C2)Cl)C)F)OC[C@@H]2N(CCC2)C)CC#N 2-((2S,4S)-1-acryloyl-4-(8-chloro-7-(3-chloro-2-methylphenyl)-6-fluoro-4-(((R)-1-methylpyrrolidin-2-yl)methoxy)-1H-imidazo[4,5-c]quinolin-1-yl)piperidin-2-yl)acetonitrile